(E)-1-[4-(4-acetylbenzoyl)piperazin-1-yl]-3-(3,5-dihydroxyphenyl)prop-2-en-1-one C(C)(=O)C1=CC=C(C(=O)N2CCN(CC2)C(\C=C\C2=CC(=CC(=C2)O)O)=O)C=C1